O.O.O.O.S(=O)(=O)([O-])[O-].[Mg+2] Magnesium Sulfate Tetrahydrate